C(C)(C)(C)C1=NN(C(=C1)C(=O)O)CC=1OC(=NN1)C1=CC=CC=C1 3-tert-butyl-1-[(5-phenyl-1,3,4-oxadiazol-2-yl)methyl]-1H-pyrazole-5-carboxylic acid